2-((2,4-dimethoxybenzyl)amino)-1-(pyridin-3-yl)ethan-1-ol COC1=C(CNCC(O)C=2C=NC=CC2)C=CC(=C1)OC